Cl.NCCOC(=O)C1(CC1)C 1-Methylcyclopropane-1-carboxylic acid 2-aminoethyl ester hydrochloride